3,4,5-trihydroxy-tetrahydro-2H-pyran-2-carboxylic acid trisodium salt [Na+].[Na+].[Na+].OC1C(OCC(C1O)O)C(=O)[O-].OC1C(OCC(C1O)O)C(=O)[O-].OC1C(OCC(C1O)O)C(=O)[O-]